dotriacontan-laurate C(CCCCCCCCCCC)(=O)O.CCCCCCCCCCCCCCCCCCCCCCCCCCCCCCCC